N-(1-cyclopropyl-3-(methylsulfonyl)allyl)-7,7-difluoro-2-phenoxy-6,7-dihydro-5H-cyclopenta[b]pyridine-3-carboxamide C1(CC1)C(C=CS(=O)(=O)C)NC(=O)C=1C=C2C(=NC1OC1=CC=CC=C1)C(CC2)(F)F